ClC1=C(OCC=2C=C(C=NC2)CC2CCN(CC2)CC2=NC3=C(N2CC2=CN=CN2CC)C=C(C=C3)C(=O)O)C=CC(=C1)Cl 2-{[4-({5-[(2,4-dichlorophenoxy)methyl]pyridin-3-yl}methyl)piperidin-1-yl]methyl}-1-[(1-ethyl-1H-imidazol-5-yl)methyl]-1H-1,3-benzodiazole-6-carboxylic acid